C(C)(=O)O[C@H]1[C@@H](O[C@@H]([C@H]([C@@H]1OC(C)=O)OC(C)=O)COC(C)=O)Br 2,3,4,6-tetra-O-acetyl-beta-D-glucopyranosyl bromide